[K+].C(C)(C)(C)C=1C=C(C=C(C1)C(C)(C)C)S(=O)(=O)[O-] 3,5-Di-tert-butylbenzenesulfonic acid potassium salt